10,10-difluoro-7-methyl-2-(1H-pyrazol-4-yl)-12-oxa-3-thia-6-azatricyclo[6.4.1.04,13]Tridec-1,4(13),7-trien-5-one FC1(CC2=C(NC(C=3SC(=C(OC1)C32)C=3C=NNC3)=O)C)F